5-Hydroxy-7-(3-methoxypropoxy)-2,3-dihydrobenzofuran-4-carbaldehyde OC1=CC(=C2C(CCO2)=C1C=O)OCCCOC